CC1=CC(OC2=CC(=CC=C12)OCC1=CC=C(C(=O)OC(C(NC(=O)N)=O)C)C=C1)=O (1-methyl-2-oxo-2-ureido-ethyl) 4-[(4-methyl-2-oxo-chromen-7-yl)oxymethyl]benzoate